methyl bromolevulinate BrC(C(=O)OC)CC(=O)C